BrC1=NN(C(=C1)C(=O)NC=1C=CC=2N(C1C(=O)NCC)N=CC2)C2=NC=CC=C2Cl 6-(3-Bromo-1-(3-chloropyridin-2-yl)-1H-pyrazol-5-carboxamido)-N-ethylpyrazolo[1,5-a]pyridin-7-carboxamid